2,2-dimethyl-1,8-octanediamine CC(CN)(CCCCCCN)C